N-[4-(2,5-dioxo-2,5-dihydro-1H-pyrrol-1-yl)phenyl]-beta-alaninamid O=C1N(C(C=C1)=O)C1=CC=C(C=C1)NC(CCN)=O